(S)-5-(2-((5,6-diethyl-2,3-dihydro-1H-inden-2-yl)amino)-1-hydroxyethyl)-8-((4-methylbenzyl)oxy)quinolin-2(1H)-one C(C)C=1C=C2CC(CC2=CC1CC)NC[C@@H](O)C1=C2C=CC(NC2=C(C=C1)OCC1=CC=C(C=C1)C)=O